O=C1N(CC2=C(C=CC=C12)NC1=NC(=NC=C1)NC1=CC(=CC=C1)N1CCC(CC1)C1=NC=CC=C1)C1C(NC(CC1)=O)=O 3-(1-oxo-4-((2-((3-(4-(pyridin-2-yl)piperidin-1-yl)phenyl)amino)pyrimidin-4-yl)amino)isoindolin-2-yl)piperidine-2,6-dione